(3-cyclopropoxyphenyl)boronic acid C1(CC1)OC=1C=C(C=CC1)B(O)O